ClC1=CC=C2[C@]3(C(N(C2=C1)C=1C=NN(C1)CCC)=O)CC=1C(=NC(=CC1)C(=O)O)C3 (S)-6'-chloro-2'-oxo-1'-(1-propyl-1H-pyrazol-4-yl)-5,7-dihydrospiro[cyclopenta[b]pyridine-6,3'-indoline]-2-carboxylic acid